OCCCN(C(OC(C)(C)C)=O)CCCN1C=NC2=C1C(=CC=C2)B2OC(C(O2)(C)C)(C)C tert-butyl N-(3-hydroxypropyl)-N-[3-[7-(4,4,5,5-tetramethyl-1,3,2-dioxaborolan-2-yl)benzimidazol-1-yl]propyl]carbamate